4'-(4-acetoxybutoxy)-4''-(pyrrolidin-1-yl)-3''-(trimethylsilyl)-[1,1':3',1''-terphenyl]-4-carboxylic acid ethyl ester C(C)OC(=O)C1=CC=C(C=C1)C1=CC(=C(C=C1)OCCCCOC(C)=O)C1=CC(=C(C=C1)N1CCCC1)[Si](C)(C)C